5-chloro-2-((trimethylsilyl)ethynyl)pyridine ClC=1C=CC(=NC1)C#C[Si](C)(C)C